Cl/C(=C(\C1=CC=CC=C1)/C1=CC=C(OCCN(CC)CC)C=C1)/C1=CC=CC=C1 2-[4-[(E)-2-chloro-1,2-diphenylethenyl]phenoxy]-N,N-diethylethanamine